(4-(3,3,3-trifluoroprop-1-yn-1-yl)phenyl)methanamine FC(C#CC1=CC=C(C=C1)CN)(F)F